N-(4-((ethylamino)methyl)-2'-fluoro-[1,1'-biphenyl]-2-yl)-4-fluorobenzenesulfonamide C(C)NCC1=CC(=C(C=C1)C1=C(C=CC=C1)F)NS(=O)(=O)C1=CC=C(C=C1)F